(4-(1-(naphthalen-2-yl)-1H-benzimidazol-2-yl)phenyl)boronic acid C1=C(C=CC2=CC=CC=C12)N1C(=NC2=C1C=CC=C2)C2=CC=C(C=C2)B(O)O